CC1=C(C=C(C=C1)/C=C/C(=O)C1=CC=C(OCCCC(=O)O)C=C1)[N+](=O)[O-] 4-[4-[(E)-3-(4-Methyl-3-nitrophenyl)prop-2-enoyl]phenoxy]butanoic acid